5-chloro-8-((1-((1r,3r)-3-fluorocyclobutyl)-1H-indazol-6-yl)sulfonyl)-3-hydroxyquinazoline-2,4(1H,3H)-dione ClC1=C2C(N(C(NC2=C(C=C1)S(=O)(=O)C1=CC=C2C=NN(C2=C1)C1CC(C1)F)=O)O)=O